4-Methyl-N-[6-[4-(2-pyridyl)piperazin-1-yl]-3-pyridyl]benzamid CC1=CC=C(C(=O)NC=2C=NC(=CC2)N2CCN(CC2)C2=NC=CC=C2)C=C1